C1(=CC=CC=C1)OOCCC propoxy phenyl ether